C1(=CC=C(C=C1)[C@]1(CC[C@@]2([C@H]3CC[C@@]4([C@H](CC[C@H]4[C@@H]3CC[C@H]2C1)[C@@H](CCC(=O)O)C)C)C)O)C1=CC=CC=C1 (R)-4-((3R,5S,8R,9S,10S,13R,14S,17R)-3-([1,1'-biphenyl]-4-yl)-3-hydroxy-10,13-dimethylhexadecahydro-1H-cyclopenta[a]phenanthren-17-yl)pentanoic acid